C(C)OC(=O)C=1N(N=C2C(N(CCC21)C2=CC=C1CCN(C(C1=C2)=O)C)=O)COCC[Si](C)(C)C 6-(2-Methyl-1-oxo-1,2,3,4-tetrahydroisoquinolin-7-yl)-7-oxo-2-((2-(trimethylsilyl)ethoxy)methyl)-4,5,6,7-tetrahydro-2H-pyrazolo[3,4-c]pyridine-3-carboxylic acid ethyl ester